FC(CO)C 2-fluoropropane-1-ol